6-(3-chlorophenyl)-1-[2-(3-fluoroazetidin-1-yl)-2-oxo-ethyl]-3-methyl-imidazo[4,5-b]pyridin-2-one ClC=1C=C(C=CC1)C=1C=C2C(=NC1)N(C(N2CC(=O)N2CC(C2)F)=O)C